di-isobutylaluminum hydride C(C(C)C)[AlH]CC(C)C